CC1(CC=2C(=NC(=C(C2)C2=NN3C(N=CC=C3)=C2C(=O)N)N2CCOCC2)O1)C (2,2-dimethyl-6-morpholino-2,3-dihydrofuro[2,3-b]pyridin-5-yl)pyrazolo[1,5-a]pyrimidine-3-carboxamide